dicyclopentyl-(vinyl)phosphine oxide C1(CCCC1)P(C=C)(C1CCCC1)=O